ClC1=C(C=C(C2=CC=CC=C12)NC(OC)=O)OC1=C(C=CC=C1)C Methyl [4-chloro-3-(2-methylphenoxy)naphthalen-1-yl]carbamate